ethyl 4-[(3R)-3-hydroxy-3-(3-methylisoxazol-5-yl)but-1-ynyl]-2,6-dimethyl-7-oxo-1H-pyrrolo[2,3-c]pyridine-3-carboxylate O[C@@](C#CC=1C2=C(C(N(C1)C)=O)NC(=C2C(=O)OCC)C)(C)C2=CC(=NO2)C